(S)-2-bromo-4-(tetrahydrofuran-3-yl)pyridine methyl-2,6-dimethyl-1-oxo-2,3-dihydro-1H-indene-2-carboxylate COC(=O)C1(C(C2=CC(=CC=C2C1)C)=O)C.BrC1=NC=CC(=C1)[C@H]1COCC1